2-amino-3'-hydroxy-2',6'-dimethyl-5-(2-oxoindolin-4-yl)-[1,1'-biphenyl]-3-carboxamide NC1=C(C=C(C=C1C(=O)N)C1=C2CC(NC2=CC=C1)=O)C1=C(C(=CC=C1C)O)C